7-fluoro-4,6-dimethoxy-3H-spiro[2-benzofuran-1,1'-cyclohexane]-5'-one FC1=C(C=C(C2=C1C1(CCCC(C1)=O)OC2)OC)OC